(2S,3R)-3-((2-methylamino-6-methylpyridin-4-yl)methyl)-N2-(1-methyl-1H-imidazol-4-yl)-N1-((R)-1-phenylpropyl)-N2-methyl-4-oxoazetidine-1,2-dicarboxamide CNC1=NC(=CC(=C1)C[C@@H]1[C@H](N(C1=O)C(=O)N[C@H](CC)C1=CC=CC=C1)C(=O)N(C)C=1N=CN(C1)C)C